sodium potassium 2,2-diundecylmalonate C(CCCCCCCCCC)C(C(=O)[O-])(C(=O)[O-])CCCCCCCCCCC.[K+].[Na+]